3-(1H-pyrazol-5-yl)isothiazolo[4,5-b]pyridine 1,1-dioxide N1N=CC=C1C1=NS(C=2C1=NC=CC2)(=O)=O